BrC=1C(=C2C(=NC1)NC(=N2)C2=CC(=C(C=C2)N2CCN(CC2)CCOC)F)NC2CCN(CC2)CC2CC2 6-Bromo-N-[1-(cyclopropylmethyl)piperidin-4-yl]-2-{3-fluoro-4-[4-(2-methoxyethyl)piperazin-1-yl]phenyl}-3H-imidazo[4,5-b]pyridin-7-amine